O=C1N(C(C=C1)=O)C=1C=C(C=CC1)N(C(C)=O)C N-[3-(2,5-dioxo-2,5-dihydro-1H-pyrrol-1-yl)phenyl]-N-methylacetamide